NC1=NC=2C=NC(=CC2C2=C1COC2)C(=O)N2[C@H]1C3=C(O[C@@H](CC2)C1)C=C(C=C3Cl)C(F)(F)F (4-amino-1,3-dihydrofuro[3,4-c][1,7]naphthyridin-8-yl)((2S,6R)-7-chloro-9-(trifluoromethyl)-3,4-dihydro-2H-2,6-methanobenzo[b][1,5]oxazocin-5(6H)-yl)methanone